NC=1C(=C(C=CC1)CC=1C(OC2=CC(=CC=C2C1CC(=O)NOCCO)OC1=NC=CC=N1)=O)F 2-[3-[(3-amino-2-fluorophenyl)methyl]-2-oxo-7-pyrimidin-2-yloxychromen-4-yl]-N-(2-hydroxyethoxy)acetamide